C1(CC1)N1C=C(C(C2=CC(=C(C=C12)N1CCN(CC1)CCOC1=CC=C(C=C1)[C@H](CN(C(C)=O)C)O)F)=O)C(=O)O (R)-1-Cyclopropyl-6-fluoro-7-(4-(2-(4-(1-hydroxy-2-(N-methylacetamido)ethyl)phenoxy)ethyl)piperazin-1-yl)-4-oxo-1,4-dihydroquinoline-3-carboxylic acid